CC1=C(C(=C(C(=S([2H])([2H])([2H])[2H])[2H])C(=C1[2H])[2H])[2H])[2H] 4-methylthiobenzaldehyde-d9